diphenyl-N,N'-dinaphthyl-4,4'-diaminobiphenyl C1(=CC=CC=C1)C=1C(=C(C=CC1NC1=CC=CC2=CC=CC=C12)C1=CC=C(C=C1)NC1=CC=CC2=CC=CC=C12)C1=CC=CC=C1